FC1=C(C=CC=C1C[C@@H]1N(CC[C@@H]1NS(=O)(=O)C)C(=O)C1(CC1)C)C1=CC(=CC=C1)F N-((2S,3S)-2-((2,3'-difluorobiphenyl-3-yl)methyl)-1-((1-methylcyclopropyl)carbonyl)pyrrolidin-3-yl)methanesulfonamide